CC=1SC(=CN1)C1=CC=C(C2=C1N=CS2)B2OC(C(O2)(C)C)(C)C 4-(2-methyl-1,3-thiazol-5-yl)-7-(4,4,5,5-tetramethyl-1,3,2-dioxaborolan-2-yl)-1,3-benzothiazole